dioleyltrimethyl-propane ammonium [NH4+].C(CCCCCCC\C=C/CCCCCCCC)C(C(C)(C)C)(C)CCCCCCCC\C=C/CCCCCCCC